tert-butyl 4-((6-(1-(4-cyano-3-(trifluoromethyl)phenyl)piperidine-4-carboxamido)pyridin-3-yl)oxy)piperidine-1-carboxylate C(#N)C1=C(C=C(C=C1)N1CCC(CC1)C(=O)NC1=CC=C(C=N1)OC1CCN(CC1)C(=O)OC(C)(C)C)C(F)(F)F